CC1=CC=C(COC2=CC=C(C=C2)C(=O)C2=CC=CC=C2)C=C1 (4-((4-methylbenzyl)oxy)phenyl)(phenyl)methanone